ClC1=CC=C(C=C1)C=1N=NNN1 5-(4-chlorophenyl)-2H-1,2,3,4-tetrazole